2-(4-(bis(4-methoxybenzyl)amino)-2-bromo-6-methylphenyl)acetaldehyde COC1=CC=C(CN(C2=CC(=C(C(=C2)C)CC=O)Br)CC2=CC=C(C=C2)OC)C=C1